3-octaenol C(CC=CCCCC)O